C(C)(C)(C)O[C@H](C(=O)OCC)C1=C(C2=C(N=C(S2)C=2C=C3C(=NN(C3=CC2)C)N2C(NC(C2)(C)C)=O)C=C1C)C1=CC=C(C=C1)Cl (S)-ethyl 2-(tert-butoxy)-2-(7-(4-chlorophenyl)-2-(3-(4,4-dimethyl-2-oxoimidazolidin-1-yl)-1-methyl-1H-indazol-5-yl)-5-methylbenzo[d]thiazol-6-yl)acetate